2-(2-(Cyclopropanesulfonamido)-5-fluoropyrimidin-4-yl)acetic acid C1(CC1)S(=O)(=O)NC1=NC=C(C(=N1)CC(=O)O)F